(4R,5R)-2-(tert-butyl)-N4,N4,N5,N5-tetramethyl-1,3,2-dioxaborolan-4,5-dicarboxamide C(C)(C)(C)B1O[C@H]([C@@H](O1)C(=O)N(C)C)C(=O)N(C)C